ClC1=CC(=C2C(=N1)C(=C(O2)C[C@H](CC2(CC2)F)NC(OC(C)(C)C)=O)C#C)NCC=2SC=CC2 tert-butyl N-[(2R)-1-{5-chloro-3-ethynyl-7-[(thiophen-2-ylmethyl)amino]furo[3,2-b]pyridin-2-yl}-3-(1-fluorocyclopropyl)propan-2-yl]carbamate